CC1=CC=C(C=C1)C1C(C)O1 trans-1-(4-methylphenyl)propylene oxide